[Sn](Cl)(Cl)(Cl)Cl tin (IV) Chloride